N-Ethyl-L-glutamin C(C)N[C@@H](CCC(N)=O)C(=O)O